4-[1-(oxan-2-yl)pyrazol-4-yl]-7-(4,4,5,5-tetramethyl-1,3,2-dioxaborolan-2-yl)-1H-indole O1C(CCCC1)N1N=CC(=C1)C1=C2C=CNC2=C(C=C1)B1OC(C(O1)(C)C)(C)C